The molecule is a member of the class of asperlicins in which the core 6,7-dihydroquinazolino[3,2-a][1,4]benzodiazepine-5,13-dione skeleton is substituted at the 7 pro-S position by an indol-3-ylmethyl group. It is a cholecystokinin antagonist. It has a role as a cholecystokinin antagonist and an Aspergillus metabolite. It is an organic heterotetracyclic compound, a member of asperlicins and a member of indoles. C1=CC=C2C(=C1)C(=CN2)C[C@H]3C4=NC5=CC=CC=C5C(=O)N4C6=CC=CC=C6C(=O)N3